3-methyl-1-(3,4-dimethylphenyl)-2-pyrazoline CC1=NN(CC1)C1=CC(=C(C=C1)C)C